NC1=NC=NC2=C1N(C([C@H](N2)NC(C=C)=O)C)C2=CC=C(C=C2)OC2=CC=CC=C2 N-((7R)-4-amino-6-methyl-5-(4-phenoxyphenyl)-7,8-dihydro-6H-pyrimido[5,4-b]pyrazin-7-yl)acrylamide